5-(8-((1S,2S)-2-(4-(trifluoromethoxy)phenyl)cyclopropyl)imidazo[1,2-b]pyridazin-6-yl)pyrimidine-2,4(1H,3H)-dione FC(OC1=CC=C(C=C1)[C@@H]1[C@H](C1)C=1C=2N(N=C(C1)C=1C(NC(NC1)=O)=O)C=CN2)(F)F